1-(5-(3-(hydroxymethyl)phenyl)-1H-indol-3-yl)-3-(4-((trifluoromethyl)thio)phenyl)urea OCC=1C=C(C=CC1)C=1C=C2C(=CNC2=CC1)NC(=O)NC1=CC=C(C=C1)SC(F)(F)F